CC(CC(O)C1=NC=CC=C1)(C)[N+](=O)[O-] 3-methyl-3-nitro-1-(2-pyridinyl)-1-butanol